[3-fluoro-5-(1,1,2,2,3,3,3-heptafluoropropyl)-2-pyridyl]-2-[1-[2-[2-(2-hydroxyethoxy)ethoxy]ethyl]tetrazol-5-yl]sulfanyl-5-nitro-benzamide FC=1C(=NC=C(C1)C(C(C(F)(F)F)(F)F)(F)F)C=1C(=C(C(=O)N)C=C(C1)[N+](=O)[O-])SC1=NN=NN1CCOCCOCCO